6-methyl-4H-indolin-4-one CC1=CC(C2CCNC2=C1)=O